N'-(5-bromo-6-[1-(3,5-difluorophenyl)ethoxy]-2-methylpyridin-3-yl)-N-ethyl-N-methylimidoformamide BrC=1C=C(C(=NC1OC(C)C1=CC(=CC(=C1)F)F)C)N=CN(C)CC